5-methyl-1,2,5-oxathiazolidine-2,2-dioxide CN1CCS(O1)(=O)=O